FC=1C(=CC(=NC1)OC)C1=NC(=NN1COCC[Si](C)(C)C)C(=O)N1CCC(CC1)C(=O)O [5-(5-fluoro-2-methoxypyridin-4-yl)-1-[[2-(trimethylsilyl)ethoxy]methyl]-1,2,4-triazole-3-carbonyl]piperidine-4-carboxylic acid